5-Bromo-4-methyl-2-phenethyl-thiazole BrC1=C(N=C(S1)CCC1=CC=CC=C1)C